(S)-2,6-difluoro-N-(4-(1-methoxy-2-phenylpropan-2-yl)thiazol-2-yl)-4-(piperazin-1-yl)benzamide FC1=C(C(=O)NC=2SC=C(N2)[C@](COC)(C)C2=CC=CC=C2)C(=CC(=C1)N1CCNCC1)F